CC1(OB(OC1(C)C)C1=CC(=CC2=C1C=C(O2)CNC(OC(C)(C)C)=O)C(F)(F)F)C tert-butyl (4-(4,4,5,5-tetramethyl-1,3,2-dioxaborolan-2-yl)-6-(trifluoromethyl)benzofuran-2-yl)methylcarbamate